BrCC(=O)N[C@@H]1CC[C@H](CC1)NC1=NC=C(C(=N1)C1=CC(=CC=C1)N1C(C=CC=C1)=O)F trans-2-bromo-N-[4-[[5-fluoro-4-[3-(2-oxo-1-pyridyl)phenyl]pyrimidin-2-yl]amino]cyclohexyl]acetamide